N1C(C(NC=C1)=O)=O 1,4-dihydropyrazine-2,3-dione